tert-butyl 4-[7-({8-fluoro-2-methylimidazo[1,2-a]pyridin-6-yl}carbamoyl)-2-(1,3-oxazol-5-ylmethyl)indazol-4-yl]piperazine-1-carboxylate FC=1C=2N(C=C(C1)NC(=O)C1=CC=C(C3=CN(N=C13)CC1=CN=CO1)N1CCN(CC1)C(=O)OC(C)(C)C)C=C(N2)C